3-(1-Methyl-7-((1-(thiazole-5-carbonyl)piperidin-4-yl)oxy)-1H-indazol-3-yl)-piperidine-2,6-dione CN1N=C(C2=CC=CC(=C12)OC1CCN(CC1)C(=O)C1=CN=CS1)C1C(NC(CC1)=O)=O